C(C)(C)(C)C1=CC(=C2CCC(C2=C1)(C)C)CC(=O)CC1=C2CCC(C2=CC(=C1)C(C)(C)C)(C)C 6-tert.-Butyl-1,1-di-methyl-4-indanylmethylketon